5-(quinolin-3-yl)pyrimidin-2-amine N1=CC(=CC2=CC=CC=C12)C=1C=NC(=NC1)N